Bis(4-(2,4,4-trimethylpent-2-yl)phenyl)amine CC(C)(CC(C)(C)C)C1=CC=C(C=C1)NC1=CC=C(C=C1)C(C)(CC(C)(C)C)C